C1=C(C=CC=2OC=C3C(=CC21)C=CC=C3)C(=O)O dibenz-[b,e]-oxepin-2-carboxylic acid